FC1=CC=C(COC2=NC=CC(=N2)N)C=C1 2-[(4-fluorobenzyl)oxy]-pyrimidin-4-amine